FC(C=1C(=NC=CC1)OC=1C(=C(C=CC1)C1(C(NNC(=C1)C)=O)C)C)F 4-{[(3-(difluoromethyl)pyridin-2-yl)oxy]-2-methylphenyl}-4,6-dimethylpyridazin-3(2H)-one